FC=1C=C(OC2=C3C(=NC=C2)NC=C3)C=C(C1)F 4-(3,5-difluorophenoxy)-1H-pyrrolo[2,3-b]pyridine